CN(C)[Si](C1=C(C=CC=C1)C=C)(N(C)C)N(C)C tris(dimethylamino)-2-vinylphenylsilane